F[C@H]1CNCC[C@H]1NC1=C2C=C(N(C2=CC=C1)CC(F)(F)F)C1=NN=C(S1)CNC(=O)C1CCCC1 N-((5-(4-(((3S,4R)-3-fluoropiperidin-4-yl)amino)-1-(2,2,2-trifluoroethyl)-1H-indol-2-yl)-1,3,4-thiadiazol-2-yl)methyl)cyclopentanecarboxamide